COC1=C(C(=CC=C1)OC[C@@H]1CNCC1)C1=CC(=NN1)NC=1N=CC(=NC1)C#N (S)-5-((5-(2-methoxy-6-(pyrrolidin-3-ylmethoxy)phenyl)-1H-pyrazol-3-yl)amino)pyrazine-2-carbonitrile